tert-butyl (R)-3-((5-(1-(difluoromethyl)-1H-pyrazol-3-yl)-1-((2-(trimethylsilyl)ethoxy)methyl)-1H-pyrrolo[2,3-b]pyridin-4-yl)amino)piperidine-1-carboxylate FC(N1N=C(C=C1)C=1C(=C2C(=NC1)N(C=C2)COCC[Si](C)(C)C)N[C@H]2CN(CCC2)C(=O)OC(C)(C)C)F